3-(2-methylbenzo[d]thiazol-5-yl)-3-(5-(2-(5,6,7,8-tetrahydro-1,8-naphthyridin-2-yl)ethoxy)-1H-indazol-1-yl)propionic acid CC=1SC2=C(N1)C=C(C=C2)C(CC(=O)O)N2N=CC1=CC(=CC=C21)OCCC2=NC=1NCCCC1C=C2